C(CCCCCCCCCCCCCCCCC)[NH2+]CCCCCCCCCCCCCCCCCC distearylammonium